(R)-4-(4-(3-methylmorpholino)-2-(1H-pyrrolo[2,3-b]pyridin-4-yl)thieno[3,2-d]pyrimidin-7-yl)-1-(methylsulfonyl)piperidin-4-ol C[C@@H]1COCCN1C=1C2=C(N=C(N1)C1=C3C(=NC=C1)NC=C3)C(=CS2)C2(CCN(CC2)S(=O)(=O)C)O